[1,4]Oxazine hydrobromide Br.O1CC=NC=C1